C(C)(C)(C)OC1=NC=C(C(=N1)OC(C)(C)C)C=1C=C2C(=NN1)N(N=C2O[C@@H](C(F)F)C2=CC(=NC=C2)COCC(F)(F)F)C 5-(2,4-ditert-butoxypyrimidin-5-yl)-3-[(1R)-2,2-difluoro-1-[2-(2,2,2-trifluoroethoxymethyl)-4-pyridyl]ethoxy]-1-methyl-pyrazolo[3,4-c]pyridazine